1-(2,2,2-trifluoro-1-methoxymethoxy-1-trifluoromethylethyl)-4-vinyl-benzene FC(C(C(F)(F)F)(OCOC)C1=CC=C(C=C1)C=C)(F)F